C1(=C(C(=CC=C1)C)C)[S+](C1=C(C(=CC=C1)C)C)C1=C(C(=CC=C1)C)C tris(xylyl)sulfonium